N,N-bis-(2-hydroxy-ethyl)urea OCCN(C(=O)N)CCO